Cl.BrC1=C(N)C=C(C=C1Cl)Cl 2-bromo-3,5-dichloroaniline hydrochloride